sodium myristoyl methylβ-alaninate CNCCC(=O)OC(CCCCCCCCCCCCC)=O.[Na]